FC1=CC=C(C=C1)N1N=CC(=N1)C(=O)NC[C@@]1(NC(NC1=O)=O)C=1N=CSC1C (4-fluorophenyl)-N-{[(4R)-4-(5-methyl-1,3-thiazol-4-yl)-2,5-dioxoimidazolidin-4-yl]methyl}2H-1,2,3-triazole-4-carboxamide